BrC1=CC=C(C=C1)[C@]12[C@](C3=NC=C(C=C3O1)Cl)(C([C@@H]([C@H]2C2=CC=CC=C2)SC2=NC=CC=C2)O)O |r| rac-(5ar,6s,7r,8as)-5a-(4-bromophenyl)-3-chloro-6-phenyl-7-(pyridin-2-ylsulfanyl)-5a,6,7,8-tetrahydro-8aH-cyclopenta[4,5]furo[3,2-b]pyridine-8,8a-diol